CN1CC2=CC=CC(=C2C1=O)OC1=NC(=NC=C1C(F)(F)F)NC1=CC=C(C=O)C=C1 4-((4-((2-Methyl-3-oxoisoindolin-4-yl)oxy)-5-(trifluoromethyl)pyrimidin-2-yl)-amino)benzaldehyde